F[C@@]12[C@]3(C=CC(C=C3CC[C@H]1[C@@H]1C[C@H]([C@H](C(CO)=O)[C@]1(C[C@@H]2O)C)C)=O)C 9a-fluoro-11β,21-dihydroxy-16α-methylpregna-1,4-diene-3,20-dione